FC1(CN(CC[C@@H]1N(C(=O)NC=1C(N(C=C(C1)C(F)(F)F)C)=O)C)C=1C=C2C(=NC1)NC=C2NC(C)=O)F (S)-N-(5-(3,3-difluoro-4-(1-methyl-3-(1-methyl-2-oxo-5-(trifluoromethyl)-1,2-dihydropyridin-3-yl)ureido)piperidin-1-yl)-1H-pyrrolo[2,3-b]pyridin-3-yl)acetamide